O1C=NC2=C1C=CC(=C2)C=2C(=C(C#N)C=CC2)N2CCC(CC2)C2=NN=CN2C 3-(1,3-Benzooxazol-5-yl)-2-[4-(4-methyl-4H-1,2,4-triazol-3-yl)piperidin-1-yl]benzonitrile